2-(3-cyano-1H-pyrazolo[3,4-c]pyridin-1-yl)acetic acid C(#N)C1=NN(C2=CN=CC=C21)CC(=O)O